NC1=NC=C(C=C1O[C@H](C)C=1C=C(C=CC1)NC(C1=CC=C(C=C1)SC)=O)C=1C=NN(C1)C (R)-N-(3-(1-((2-Amino-5-(1-methyl-1H-pyrazol-4-yl)pyridin-3-yl)oxy)ethyl)phenyl)-4-(methylthio)benzamid